BrC=1C=C(C=CC1)[C@@H](C)NC=1C2=C(N=C(N1)C)C=NC(=C2)OCCCN(C)C N-[(1R)-1-(3-bromophenyl)ethyl]-6-[3-(dimethylamino)propoxy]-2-methylpyrido[3,4-d]pyrimidin-4-amine